Cl.Cl.FC1=C(CN2CCC(CC2)(O)CC=2N(N=C3C2N=CNC3=O)C)C=CC(=C1)C1=NNC(=C1)C ((1-(2-fluoro-4-(5-methyl-1H-pyrazol-3-yl)benzyl)-4-hydroxypiperidin-4-yl)methyl)-2-methyl-2,6-dihydro-7H-pyrazolo[4,3-d]pyrimidin-7-one dihydrochloride